morpholin-2-carbonitril N1CC(OCC1)C#N